4-cyano-N-(5-(3,5-difluorobenzyl)-1H-indazol-3-yl)-2-(piperidin-4-ylamino)benzamide C(#N)C1=CC(=C(C(=O)NC2=NNC3=CC=C(C=C23)CC2=CC(=CC(=C2)F)F)C=C1)NC1CCNCC1